NC1=C(C=C(C=N1)NC(C(=O)N1[C@@H](CC[C@H](C1)C)C1=CC(=CC=C1)N1CCN(CC1)C)=O)C N-(6-amino-5-methyl-3-pyridyl)-2-[(2S,5R)-5-methyl-2-[3-(4-methylpiperazin-1-yl)phenyl]-1-piperidyl]-2-oxo-acetamide